C(C1=CC=CC=C1)OCC=1C(=NC=C(C1)I)Cl 3-(Benzyloxy)methyl-2-chloro-5-iodopyridine